BrC1=C(C(=C(C=C1)C(CNC)N)[N+](=O)[O-])C 2-(4-bromo-3-methyl-2-nitrophenyl)-N1-methyl-ethane-1,2-diamine